1-acetyl-4-(7-methoxy-1,3-dimethyl-2-oxo-1,2-dihydroquinolin-5-yl)-7-(1-methyl-1H-pyrazol-4-yl)-1,2,3,4-tetrahydroquinoxaline-6-carbonitrile C(C)(=O)N1CCN(C2=CC(=C(C=C12)C=1C=NN(C1)C)C#N)C1=C2C=C(C(N(C2=CC(=C1)OC)C)=O)C